C(C)(=O)C1=C(C=2NC3=CC=CC=C3C2C=C1)C(C)=O Bis-Acetyl-Carbazole